CC1=C(C=CC(=C1)C)C1=NC=CC=C1 2-(2,4-dimethylphenyl)pyridine